2-bromo-1-(2-methyl-3-nitro-phenyl)ethanone BrCC(=O)C1=C(C(=CC=C1)[N+](=O)[O-])C